FC=1C=C(COC2=NC(NC(=C2)OC)=O)C=C(C1OC=1C=NC(=CC1)C(F)(F)F)F 4-((3,5-difluoro-4-((6-(trifluoromethyl)pyridin-3-yl)oxy)benzyl)oxy)-6-methoxypyrimidin-2(1H)-one